FC=1C(=NN(C1OCC1=CC=C(C=C1)CN)C(C1=C(C=CC=C1)OC)=O)C1C(N(CCC1)S(=O)(=O)C)C(F)(F)F {4-[({4-fluoro-3-[1-methanesulfonyl-2-(trifluoromethyl)piperidin-3-yl]-1-(2-methoxybenzoyl)-1H-pyrazol-5-yl}oxy)methyl]phenyl}methanamine